NC=1C(=C(C(=C(C(=O)NC=2C=C(C=CC2N2CCN(CC2)C)N2N=NC(=C2)C(=O)OCC(C)C)C1)Cl)C)F isobutyl 1-(3-(5-amino-2-chloro-4-fluoro-3-methylbenzamido)-4-(4-methylpiperazin-1-yl)phenyl)-1H-1,2,3-triazole-4-carboxylate